(4-(3-(1-methyl-1H-indazol-6-yl)-1,4-dihydrothieno[2',3':4,5]cyclopenta[1,2-c]pyrazol-6-yl)-3,6-dihydropyridin-1(2H)-yl)(morpholino)methanone CN1N=CC2=CC=C(C=C12)C=1C2=C(NN1)C1=C(C2)SC(=C1)C=1CCN(CC1)C(=O)N1CCOCC1